BrC1=CC2=C(OCO2)C=C1 5-bromobenzo[d][1,3]dioxolane